ClC1(CCC(CC1)CN1[C@@H]([C@H]([C@@H]([C@H](C1)O)O)O)C)Cl (2r,3r,4r,5s)-1-((4,4-dichloro-cyclohexyl)methyl)-2-methylpiperidine-3,4,5-triol